COC([C@H]1N(CCC1)C1CC1)=O cyclopropyl-proline methyl ester